N1(C=NC=C1)C1=NC=CC(=N1)SC 2-(1H-imidazol-1-yl)-4-(methylthio)pyrimidine